N1=C(SC2=C1C1=CC=CC=C1CC2)NC(CC2=CC(=C(C=C2)OC)OC)=O N-(4,5-dihydronaphtho[1,2-d]thiazol-2-yl)-2-(3,4-dimethoxyphenyl)acetamide